CN(C(NC=1C=CC(=C(C(=O)NCC2=CC(=CC=C2)C=2SC=CN2)C1)OCC)=O)C 5-(3,3-Dimethylureido)-2-ethoxy-N-(3-(thiazol-2-yl)benzyl)benzamide